2-fluoro-4-[(piperidin-4-yl)oxy]benzaldehyde hydrochloride Cl.FC1=C(C=O)C=CC(=C1)OC1CCNCC1